C(CCCCC)(=O)OCC=C prop-2-enyl hexanoate